ClC1=C(C(=C(C#N)C(=C1)F)C1=C(C=NN1C)I)F C4-chloro-3,6-difluoro-2-(4-iodo-1-methyl-1H-pyrazol-5-yl)benzonitrile